7-bromo-N-(2-fluoro-4-(trifluoromethyl)phenyl)quinazolin-4-amine BrC1=CC=C2C(=NC=NC2=C1)NC1=C(C=C(C=C1)C(F)(F)F)F